(S)-3-amino-3-(5-(3-chlorophenyl)thiophen-2-yl)propionic acid ethyl ester C(C)OC(C[C@@H](C=1SC(=CC1)C1=CC(=CC=C1)Cl)N)=O